(1R,4R)-4-(2-(((R)-2-(5-fluoropyridin-3-yl)-2-hydroxyethyl)amino)-2-methylpropyl)cyclohexane-1-carboxylic acid methyl ester COC(=O)C1CCC(CC1)CC(C)(C)NC[C@H](O)C=1C=NC=C(C1)F